C1N(CCC2=CC=CC=C12)CCN 2-(3,4-dihydroisoquinolin-2(1H)-yl)ethane-1-amine